α,β,β-trifluorostyren FC(=C(F)F)C1=CC=CC=C1